BrC1=CC=C(OC2CN(C2)C(CO)CO)C=C1 2-(3-(4-bromophenoxy)azetidin-1-yl)propane-1,3-diol